2-(azetidin-1-ylmethyl)-4,5-difluorobenzonitrile N1(CCC1)CC1=C(C#N)C=C(C(=C1)F)F